C(C(C)C)OCCOCCO diethylene glycol monoisobutyl ether